FC=1C=C2CN(CC2=CC1)C1=NC=2N(C(=C1)C=1C=NNC1)N=C(C2C2CCOCC2)C(=O)NC2=CC(=CC=C2)O (5-fluoroisoindolin-2-yl)-N-(3-hydroxyphenyl)-7-(1H-pyrazol-4-yl)-3-(tetrahydro-2H-pyran-4-yl)pyrazolo[1,5-a]pyrimidine-2-carboxamide